C1(CCC1)C1=NC=CC(=C1)S(=O)(=O)N 2-cyclobutylpyridine-4-sulfonamide